ClC1=C(C=CC=C1)C([C@@H](C(=O)NC1=CC=C(C=C1)C=1C(=[N+](C=CC1C)[O-])C)NC(=O)C1=CC=C2N1CCN(C2)C)C 3-(4-((2S)-3-(2-chlorophenyl)-2-(2-methyl-1,2,3,4-tetrahydropyrrolo[1,2-a]pyrazine-6-carboxamido)butanamido)phenyl)-2,4-dimethylpyridine 1-oxide